1'-methyl-6-((2R,5S)-5-methylpiperidin-2-yl)-3H-spiro[benzofuran-2,4'-piperidine] CN1CCC2(CC1)OC1=C(C2)C=CC(=C1)[C@@H]1NC[C@H](CC1)C